N,N-bis(stearyloxyethyl)N,N-dimethylammonium chloride [Cl-].C(CCCCCCCCCCCCCCCCC)OCC[N+](C)(C)CCOCCCCCCCCCCCCCCCCCC